C(CC)(=O)OC=1C=CC=C2C(=CNC12)CCN(CCC)CC 3-(2-(ethyl (propyl) amino) ethyl)-1H-indol-7-yl propionate